FC(C(=O)O)(F)F.NC1=C2C(=NC=N1)N(N=C2C2=C(C=1C(=NC=CC1)N2)Cl)CC=O 2-(4-Amino-3-(3-chloro-1H-pyrrolo[2,3-b]pyridin-2-yl)-1H-pyrazolo[3,4-d]pyrimidin-1-yl)acetaldehyde trifluoroacetate